2,2'-bis(trifluoromethyl)-[1,1'-biphenyl]-4,4'-diylbis(3,4-dimethylbenzoate) FC(C1=C(C=CC(=C1)C1(C(=O)[O-])CC(=C(C=C1)C)C)C1=C(C=C(C=C1)C1(C(=O)[O-])CC(=C(C=C1)C)C)C(F)(F)F)(F)F